BrC=1C=2C(N=C3N(C2C=CC1)C1=CC(=CC=C1C31CCCCC1)N1CCC(CC1)CN1CCN(CC1)C1=CC(=C(C(=C1)F)C1C(NC(CC1)=O)=O)F)=O 3-(4-(4-((1-(4'-bromo-5'-oxo-5'H-spiro[cyclohexane-1,7'-indolo[1,2-a]quinazolin]-10'-yl)piperidin-4-yl)methyl)piperazin-1-yl)-2,6-difluorophenyl)piperidine-2,6-dione